5-{[(1R)-1-(4-Chlorophenyl)-7-fluoro-5-[1-hydroxy-1-(1-methyl-1H-imidazol-4-yl)propyl]-3-oxo-1-[(3S)-oxolan-3-yloxy]-2,3-dihydro-1H-isoindol-2-yl]methyl}pyridin-2-carbonitril ClC1=CC=C(C=C1)[C@@]1(N(C(C2=CC(=CC(=C12)F)C(CC)(C=1N=CN(C1)C)O)=O)CC=1C=CC(=NC1)C#N)O[C@@H]1COCC1